C(C1=CC=CC=C1)OC1=CC=C2C(=C(C=NC2=C1)C(=O)C1=CC=CC=C1)Cl (7-(benzyloxy)-4-chloroquinolin-3-yl)(phenyl)methanone